N-benzyl-7-isobutyl-1-isopentyl-1,2,3,3a,7,7a-hexahydro-6H-3,6-methanopyrrolo[3,2-c]pyridine-6-carboxamide C(C1=CC=CC=C1)NC(=O)C12C(C3C(C=N1)C(CN3CCC(C)C)C2)CC(C)C